CC=1C2=COC=C2C=CC1B1OC(C(O1)(C)C)(C)C 4-methyl-5-(4,4,5,5-tetramethyl-1,3,2-dioxaborolan-2-yl)isobenzofuran